FC(C=1C=C(CN2C=C(C3=C(C=CC=C23)C#N)/C=C(/C(=O)OCC)\C#N)C=C(C1)C(F)(F)F)(F)F Ethyl (E)-3-(1-(3,5-bis(trifluoromethyl)benzyl)-4-cyano-1H-indol-3-yl)-2-cyanoacrylate